N-(5-chloro-6-(2H-1,2,3-triazol-2-yl)pyridin-3-yl)-1-(3-methylisoquinolin-1-yl)-5-(trifluoromethyl)-1H-pyrazole-4-carboxamide ClC=1C=C(C=NC1N1N=CC=N1)NC(=O)C=1C=NN(C1C(F)(F)F)C1=NC(=CC2=CC=CC=C12)C